1-cyclopropyl-2-(2-((6-(trans-4-(3,4-dihydroisoquinolin-2(1H)-yl)-3-hydroxypiperidin-1-carbonyl)pyrimidin-4-yl)amino)-7-azaspiro[3.5]nonan-7-yl)ethane-1,2-dione C1(CC1)C(C(=O)N1CCC2(CC(C2)NC2=NC=NC(=C2)C(=O)N2C[C@H]([C@@H](CC2)N2CC3=CC=CC=C3CC2)O)CC1)=O